N-(1-methylheptyl)-p-phenylenediamine CC(CCCCCC)NC1=CC=C(C=C1)N